COCCN(C=1N=C(C2=C(N1)C(=NC(=N2)N(CCOC)CCOC)N2CC(OCC2)C)N2CCC(CC2)OC)CCOC N2,N2,N6,N6-tetrakis(2-methoxyethyl)-4-(4-methoxypiperidin-1-yl)-8-(2-methylmorpholino)pyrimido[5,4-d]pyrimidine-2,6-diamine